C[C@](CC(=O)[O-])(C(=O)[O-])O The molecule is a citramalate(2-) that is the conjugate acid of L-citramalic acid. It is a conjugate acid of a L-citramalic acid.